FC1=C(C(=CC(=C1)F)F)C=O 2,4,6-trifluoro-benzeneformaldehyde